4-(3,5-di-tert-butyl-4-hydroxybenzoyl)benzonitrile C(C)(C)(C)C=1C=C(C(=O)C2=CC=C(C#N)C=C2)C=C(C1O)C(C)(C)C